C(C)(C)N(P(OCCC#N)OC1CN(C1)C1=NC=CC(=N1)C=C)C(C)C 2-cyanoethyl (1-(4-vinylpyrimidin-2-yl)azetidin-3-yl) diisopropylphosphoramidite